diethyl-1,1-difluoro-nonane-4,6-dione C(C)C(C(F)(F)CC)CC(CC(CCC)=O)=O